7-chloro-N-(3-methoxy-2,4,6-trimethylphenyl)-5-methyl-[1,2,4]triazolo[1,5-a]pyridin-8-amine ClC1=C(C=2N(C(=C1)C)N=CN2)NC2=C(C(=C(C=C2C)C)OC)C